(3'R,5'S)-[1,3'-bipyrrolidine]-1',5'-dicarboxylic acid 1'-(tert-butyl) ester 5'-methyl ester COC(=O)[C@@H]1C[C@H](CN1C(=O)OC(C)(C)C)N1CCCC1